ClC1=C(C=C(C=C1)N1CC(C2=NC(=CC=C21)C(=O)N2C(C(NCC2)=O)(C)C)(C)C)F 4-(1-(4-chloro-3-fluorophenyl)-3,3-dimethyl-2,3-dihydro-1H-pyrrolo[3,2-b]pyridine-5-carbonyl)-3,3-dimethylpiperazin-2-one